trans-4-((4-(2-Cyclopropyloxazol-4-yl) pyridine-2-yl)((trans-4-(5-methoxy-6-methylpyridin-2-yl)cyclohexyl)methyl) carbamoyl)cyclohexyl oxetan-3-ylcarbamate O1CC(C1)NC(O[C@@H]1CC[C@H](CC1)C(N(C[C@@H]1CC[C@H](CC1)C1=NC(=C(C=C1)OC)C)C1=NC=CC(=C1)C=1N=C(OC1)C1CC1)=O)=O